4-chloro-1-methyl-2-(4-(methylsulfonyl)phenyl)-6-(4-(4-(tetrahydro-2H-pyran-4-yl)piperazin-1-yl)phenyl)-1H-benzo[d]imidazole ClC1=CC(=CC=2N(C(=NC21)C2=CC=C(C=C2)S(=O)(=O)C)C)C2=CC=C(C=C2)N2CCN(CC2)C2CCOCC2